CS(=O)(=O)C=1C=C(CNC2=NC(=NC=C2C(F)(F)F)NC2=CC=C(C=C2)N2CCN(CC2)CC=2C=C(C=CC2)C2C(NC(CC2)=O)=O)C=CC1 3-(3-((4-(4-((4-((3-(methylsulfonyl)benzyl)amino)-5-(trifluoromethyl)pyrimidin-2-yl)amino)phenyl)piperazin-1-yl)methyl)phenyl)piperidine-2,6-dione